(2S,11S)-6-bromo-11-[(tert-butoxycarbonyl)amino]-12-oxo-1-azatricyclo[6.4.1.0^[4,13]]trideca-4(13),5,7-triene-2-carboxylic acid BrC1=CC=2C[C@H](N3C([C@H](CCC(=C1)C32)NC(=O)OC(C)(C)C)=O)C(=O)O